4-(4-(N-isopropyl)aminomethylbenzyloxy)-9H-carbazole C(C)(C)NCC1=CC=C(COC2=CC=CC=3NC4=CC=CC=C4C23)C=C1